(S)-2-(1-(8-chloro-1,1-dihydroxy-2-(pyridin-3-yl)-2H-benzo[e][1,2]thiazin-3-yl)ethyl)isoindoline-1,3-dione ClC1=CC=CC=2C=C(N(S(C21)(O)O)C=2C=NC=CC2)[C@H](C)N2C(C1=CC=CC=C1C2=O)=O